(3S)-3-((2S)-2-(((2-(3-chlorophenyl)-2,2-difluoro-1-phenylethoxy)carbonyl)amino)-4,4-difluorobutanamido)-1-(cyclopropylamino)-1-oxo-4-((S)-2-oxopyrrolidin-3-yl)butan-2-ylacetate ClC=1C=C(C=CC1)C(C(OC(=O)N[C@H](C(=O)N[C@H](C(C(=O)NC1CC1)CC(=O)[O-])C[C@H]1C(NCC1)=O)CC(F)F)C1=CC=CC=C1)(F)F